C(#N)C1=NC2=CC(=CC(=C2N=C1N1CC(C(CC1)OC)(F)F)[C@@H](C)NC1=C(C(=O)O)C=CC=C1)C 2-(((1R)-1-(2-cyano-3-(3,3-difluoro-4-methoxypiperidin-1-yl)-7-methylquinoxalin-5-yl)ethyl)amino)benzoic acid